NCCNCCC[SiH2]C(OC)OC N-beta-aminoethyl-gamma-aminopropyl-dimethoxymethyl-silane